4-((1S,5R)-1-(5-(1-methylpiperidin-4-yl)-1,3,4-oxadiazol-2-yl)-5-(trifluoromethyl)-3-azabicyclo[3.1.0]hexane-3-yl)pyrazolo[1,5-a]pyridine-7-carbonitrile CN1CCC(CC1)C1=NN=C(O1)[C@@]12CN(C[C@]2(C1)C(F)(F)F)C=1C=2N(C(=CC1)C#N)N=CC2